FC=1C=CC(=C(C(=O)O)C1)N1N=CN=C1 5-fluoro-2-(1H-1,2,4-triazol-1-yl)benzoic acid